FC1=CC=C(CC2=NC(=NN2)C(=O)N[C@@H]2C(N(C3=C(OC2)C=CC(=C3)N3CC2(C3)CCOCC2)C)=O)C=C1 (S)-5-(4-fluorobenzyl)-N-(5-methyl-4-oxo-7-(7-oxa-2-azaspiro[3.5]nonan-2-yl)-2,3,4,5-tetrahydrobenzo[b][1,4]oxazepin-3-yl)-1H-1,2,4-triazole-3-carboxamide